4-furazanyl oxide O1N=CC(=N1)OC=1C=NON1